C1=CC=C(C=2SC3=CC=CC=C3C3(C12)C1=CC=CC=C1C=1C=CC=CC13)B(O)O spiro[fluorene-9,9'-thioxanthene]-4'-Ylboronic acid